3-fluoro-5-iodo-pyridine-2-amine FC=1C(=NC=C(C1)I)N